FC1=C(C=CC(=C1C)F)C=1C=C2C(=NC1)NC(N2CC(=O)N(C)C)=O 6-(2,4-Difluoro-3-methyl-phenyl)-2-oxo-imidazo[4,5-b]pyridin-1-yl-N,N-dimethyl-acetamide